S1C=NC2=C1C(=CC=C2)C2=CC=C(C=C2)N2CCN(CC2)C(=O)NC=2N=C(SC2)C#C 4-(4-(Benzo[d]thiazol-7-yl)phenyl)-N-(2-ethynylthiazol-4-yl)piperazine-1-carboxamide